IC1=NN(C(=C1)C(=O)OCC)C(=C)C ethyl 3-iodo-1-(propen-2-yl)-1H-pyrazole-5-carboxylate